C(C)(CC)C1=C(C=CC(=C1)Br)Br 2-secbutyl-1,4-dibromobenzene